(2R)-2-{6-bromoimidazo[1,2-a]pyridin-2-yl}-octahydro-1H-indole trifluoroacetate FC(C(=O)O)(F)F.BrC=1C=CC=2N(C1)C=C(N2)[C@@H]2NC1CCCCC1C2